N-cyclopropyl-2-fluoro-4-methyl-5-nitrobenzamide C1(CC1)NC(C1=C(C=C(C(=C1)[N+](=O)[O-])C)F)=O